3-(3-(4-(Chloromethyl)phenyl)-5-(5-ethylpyridin-2-yl)-3H-imidazo[4,5-b]pyridin-2-yl)pyridin-2-amine ClCC1=CC=C(C=C1)N1C(=NC=2C1=NC(=CC2)C2=NC=C(C=C2)CC)C=2C(=NC=CC2)N